1-adamantyltrimethylammonium hydroxide [OH-].C12(CC3CC(CC(C1)C3)C2)[N+](C)(C)C